C(C)OC1=C(C=C(C=C1)S(=O)(=O)N1CC(C1)CN1CC(C1)CCO)C=1NC(C2=C(N1)C(=NN2C)CCC)=O 5-(2-ethoxy-5-((3-((3-(2-hydroxyethyl)azetidin-1-yl)methyl)azetidin-1-yl)sulfonyl)phenyl)-1-methyl-3-propyl-1,6-dihydro-7H-pyrazolo[4,3-d]pyrimidin-7-one